propyl tetrafluoropropyl ether FC(CC(F)(F)F)OCCC